4-((3-chlorobenzyl)amino)-N-((1,3-dimethyl-1H-pyrazol-4-yl)methyl)-6-(3,5-dimethylisoxazol-4-yl)quinazoline-2-carboxamide ClC=1C=C(CNC2=NC(=NC3=CC=C(C=C23)C=2C(=NOC2C)C)C(=O)NCC=2C(=NN(C2)C)C)C=CC1